FC1=CC=C(C=C1)C=1N=C(SC1)C(C)(C)NC([O-])=O 2-(4-(4-fluorophenyl)thiazol-2-yl)propan-2-ylcarbamate